2-[2-(5-Chloro-2-thienyl)-5-(ethylsulfonyl)-1-methyl-1H-imidazol-4-yl]-6,6,7,7-tetrafluoro-1-methyl-6,7-dihydro-1H-[1,4]dioxino[2,3-f]benzimidazol ClC1=CC=C(S1)C=1N(C(=C(N1)C1=NC2=C(N1C)C=C1C(=C2)OC(C(O1)(F)F)(F)F)S(=O)(=O)CC)C